C(O)(=O)OCCCCCCO 1,6-hexanediol carbonate